C(C)S(=O)(=O)NC1=CC=C(C=C1)C(/C=C/C=1C=C(OC(C(=O)O)C)C=CC1)=O 2-[3-[(E)-3-[4-(Ethylsulfonylamino)phenyl]-3-oxoprop-1-enyl]phenoxy]propanoic acid